N-((1-(2,4-difluorophenyl)-2,2-dimethylcyclopropyl)methyl)-4-(trifluoromethoxy)benzenesulfonamide FC1=C(C=CC(=C1)F)C1(C(C1)(C)C)CNS(=O)(=O)C1=CC=C(C=C1)OC(F)(F)F